tri-methylene ether C1CCO1